N-(4-((2-chloro-4-fluorobenzyl)oxy)phenyl)-1-(difluoromethyl)-6-(1H-tetrazol-5-yl)-1H-indole-3-carboxamide ClC1=C(COC2=CC=C(C=C2)NC(=O)C2=CN(C3=CC(=CC=C23)C2=NN=NN2)C(F)F)C=CC(=C1)F